C1(=CC=CC=C1)C(CC1=NC=CC(=C1)C)C1=CC=CC=C1 2-(2,2-diphenylethyl)-4-methylpyridine